ClC1=C(C=CC=2N=C(SC21)NC(C2=NC=CC(=C2O)OC)=O)OC2=C(C=CC=C2)Cl N-(7-chloro-6-(2-chlorophenoxy)benzo[d]thiazol-2-yl)-3-hydroxy-4-methoxypicolinamide